2,6-Dichloro-N-(1,5-dimethyl-1H-pyrazol-3-yl)-5-nitropyrimidin-4-amine ClC1=NC(=C(C(=N1)NC1=NN(C(=C1)C)C)[N+](=O)[O-])Cl